N2,N3-bis(3-chlorophenyl)-6-nitroquinoxaline-2,3-diamine ClC=1C=C(C=CC1)NC1=NC2=CC=C(C=C2N=C1NC1=CC(=CC=C1)Cl)[N+](=O)[O-]